C(C)(C)(C)OC(=O)N[C@@H](C(=O)N[C@@H](C(=O)N[C@@H](C(=O)OC)CC#C)CC1=CC=CC=C1)CC1=CC=CC=C1 methyl (2R)-2-[[(2R)-2-[[(2R)-2-(tert-butoxycarbonylamino)-3-phenyl-propanoyl]amino]-3-phenyl-propanoyl]amino]pent-4-ynoate